1-((4-(1-(2,6-dichlorophenyl)azetidin-3-yl)naphthalen-1-yl)methyl)-piperidine-4-carboxylic acid ClC1=C(C(=CC=C1)Cl)N1CC(C1)C1=CC=C(C2=CC=CC=C12)CN1CCC(CC1)C(=O)O